1,1-Di-(t-amyl-peroxy)cyclohexane C(C)(C)(CC)OOC1(CCCCC1)OOC(C)(C)CC